2-bromo-6-methyl-1-(1-methyl-1H-indazol-5-yl)-3-(phenylsulfonyl)-3,6-dihydro-7H-spiro[dipyrrolo[2,3-b:3',2'-d]pyridine-8,4'-piperidin]-7-one BrC1=C(C=2C(=NC=C3C2C2(CCNCC2)C(N3C)=O)N1S(=O)(=O)C1=CC=CC=C1)C=1C=C3C=NN(C3=CC1)C